C(C1=CC=CC=C1)N1[C@@](CCC1)(C)CO [(2R)-1-benzyl-2-methyl-pyrrolidin-2-yl]methanol